(E)-1-chloro-4-(4-methoxyphenyl)-3-butene ClCC\C=C\C1=CC=C(C=C1)OC